BrC1=C(C=C(C(=C1)Cl)OC(F)(F)F)OC 1-bromo-5-chloro-2-methoxy-4-(trifluoromethoxy)benzene